(Z)- or (E)-1-(2-((E)-2,3-diisopropylguanidino)ethyl)-2,3-diisopropyl-1-(3-(triethoxysilyl)propyl)guanidine C(C)(C)/N=C(\NCCN(C(=NC(C)C)NC(C)C)CCC[Si](OCC)(OCC)OCC)/NC(C)C